NC1=C(C(C(N=C1)C)=O)C 5-amino-2,4-dimethyl-3-pyridone